BrC(COP(=O)(OCC(CBr)Br)OCC(CBr)Br)CBr tri-(2,3-dibromopropyl)-phosphate